CC=1C=C2N(CC=C2C1)C1=CC=CC=C1 2-Methyl-N-phenyl-6-azapentalen